Guanidine lutetium formate C(=O)[O-].[Lu+3].NC(=N)N.C(=O)[O-].C(=O)[O-]